2,2'-azino-bis-(3-ethylbenzothiazoline-6-sulfonic Acid) N(N=C1SC2=C(N1CC)C=CC(=C2)S(=O)(=O)O)=C2SC1=C(N2CC)C=CC(=C1)S(=O)(=O)O